3-chloro-4-[(2,4-difluorobenzyl)oxy]-6-methyl-1-(2,4,6-trifluorophenyl)pyridin-2(1H)-one ClC=1C(N(C(=CC1OCC1=C(C=C(C=C1)F)F)C)C1=C(C=C(C=C1F)F)F)=O